2-(1-(4-(4-Isopropylpiperazin-1-yl)phenyl)-7-methoxy-3,4-dihydronaphthalen-2-yl)phenol C(C)(C)N1CCN(CC1)C1=CC=C(C=C1)C1=C(CCC2=CC=C(C=C12)OC)C1=C(C=CC=C1)O